2-(benzo[D][1,3]dioxol-5-yl)-5-((3-(tributylstannyl)benzyl)thio)-1,3,4-oxadiazole O1COC2=C1C=CC(=C2)C=2OC(=NN2)SCC2=CC(=CC=C2)[Sn](CCCC)(CCCC)CCCC